N-(3-(1,1-difluoroethyl)phenyl)-1-(4-methoxy-3-(pyridin-4-yl)phenyl)-3-methyl-5-oxo-4,5-dihydro-1H-pyrazole-4-carboxamide FC(C)(F)C=1C=C(C=CC1)NC(=O)C1C(=NN(C1=O)C1=CC(=C(C=C1)OC)C1=CC=NC=C1)C